ClC=1C=C2C=C(NC2=C(C1)NC1CCOCC1)C=1C=C(C=CC1)CO (3-(5-chloro-7-((tetrahydro-2H-pyran-4-yl)amino)-1H-indol-2-yl)phenyl)methanol